BrC=1C=C(C(=NC1)N[C@H](C(=O)OCC)[C@@H](C1=CC=CC=C1)NC(=O)OC(C)(C)C)[N+](=O)[O-] ethyl (2S,3R)-2-[(5-bromo-3-nitro-2-pyridyl)amino]-3-(tert-butoxycarbonylamino)-3-phenyl-propanoate